C(N)(=O)CO[C@H]1CN(CC1)C(=O)OC(C)(C)C tert-butyl (3R)-3-(carbamoylmethoxy)pyrrolidine-1-carboxylate